C(C)(C)(C)OC(=O)N1CC(N(CC1)C1=CC=C(C=C1)C(=O)OC)CO[Si](C1=CC=CC=C1)(C1=CC=CC=C1)C(C)(C)C 3-(((tert-butyldiphenylsilyl)oxy)methyl)-4-(4-(methoxycarbonyl)phenyl)piperazine-1-carboxylic acid tert-butyl ester